(S)-4-(cyclopropylethynyl)-3-methyl-7-((6-oxopyrimidin-1(6H)-yl)methyl)-4-(trifluoromethyl)-3,4-dihydroquinazolin-2(1H)-one C1(CC1)C#C[C@@]1(N(C(NC2=CC(=CC=C12)CN1C=NC=CC1=O)=O)C)C(F)(F)F